2-(2-oxabicyclo[2.2.1]hept-4-yl)-7-isopropoxy-N-(1-methyl-1H-pyrazol-3-yl)imidazo[1,2-a]pyridine-6-carboxamide C12OCC(CC1)(C2)C=2N=C1N(C=C(C(=C1)OC(C)C)C(=O)NC1=NN(C=C1)C)C2